P(OCC1CO1)(OC(C(F)(F)F)(F)F)OC(C(F)(F)F)(F)F glycidyl bis(perfluoroethyl) phosphite